(S)-5-amino-4-(4-nitro-1,3-dioxoisoindolin-2-yl)-5-oxopentanoic acid tert-butyl ester C(C)(C)(C)OC(CC[C@@H](C(=O)N)N1C(C2=CC=CC(=C2C1=O)[N+](=O)[O-])=O)=O